N-(2-(1H-indol-3-yl)ethyl)-N,N-dimethyl-1-(phosphonooxy)propan-1-aminium N1C=C(C2=CC=CC=C12)CC[N+](C(CC)OP(=O)(O)O)(C)C